FC1=C(C=CC(=C1)C1(C2=CC=CC=C2C=2C=CC=CC12)C1=CC(=C(C=C1)O)F)O 2,2'-difluoro-4,4'-(9H-fluorene-9-ylidene)bisphenol